ClC1=C(C=C2C=C(N=CC2=C1)NC(=O)[C@H]1[C@@H](C1)C1=NC=CC=C1)[C@H](CC#N)C (1R,2R)-N-(7-chloro-6-((S)-1-cyanopropan-2-yl)isoquinolin-3-yl)-2-(pyridin-2-yl)cyclopropane-1-carboxamide